FC=1C=C2N=CC(N(C2=CC1)C)=O 6-fluoro-1-methylquinoxaline-2(1H)-one